ClC1=NC(=CC(=C1)C1=C(C=CC=C1C)C)Cl 2,6-dichloro-4-(2,6-dimethylphenyl)pyridine